ClC=1C=CC=2N(C1C1(C[C@@H]3[C@@H](CN(C3)S(=O)(=O)C)C1)O)C=NC2 (3aR,5r,6aS)-5-(6-chloroimidazo[1,5-a]pyridin-5-yl)-2-(methylsulfonyl)octa-hydrocyclopenta[c]pyrrol-5-ol